Br.Br.ClC=1C=C2CC[C@@H](CC2=C(C1)F)NC(C(=O)NC=1N=CN(C1)C(CNCC(C)(C)C)(C)C)CCC 2-(((S)-6-chloro-8-fluoro-1,2,3,4-tetrahydronaphthalen-2-yl)amino)-N-(1-(2-methyl-1-(neopentylamino)propan-2-yl)-1H-imidazol-4-yl)pentanamide dihydrobromide